C1(=CC=C(C=C1)C)OC CresylMethylEther